iridium sulfite salt S(=O)([O-])[O-].[Ir+3].S(=O)([O-])[O-].S(=O)([O-])[O-].[Ir+3]